C1(=CC=CC=C1)C1=NC(=NC=C1Cl)OC1=NC=C(C(=N1)C1=CC=CC=C1)Cl Phenyl-5-chloropyrimidin-2-yl ether